N[C@@H](C)C(=O)[O-].[K+].ClC=1C=C(C=NC1)N(S(=O)(=O)CCN1CCOCC1)CC=1SC(=CN1)C=1OC(=NN1)C(F)F N-(5-chloropyridin-3-yl)-N-({5-[5-(difluoromethyl)-1,3,4-oxadiazol-2-yl]-1,3-thiazol-2-yl}methyl)-2-(morpholin-4-yl)ethane-1-sulfonamide potassium L-alaninate